(3-(2-(3-methylisoxazol-5-yl) acetamido)-1H-pyrazol-5-yl)tetrahydrofuran-3-yl (1-methylcyclopropyl)carbamate CC1(CC1)NC(OC1C(OCC1)C1=CC(=NN1)NC(CC1=CC(=NO1)C)=O)=O